(S)-N-{(S)-1-[2-(6-Cyanobenzo[d]isoxazol-3-yl)phenyl]-2-(6-[methylamino]pyridine-2-yl)ethyl}-2-methylpropane-2-sulfinamide C(#N)C1=CC2=C(C(=NO2)C2=C(C=CC=C2)[C@H](CC2=NC(=CC=C2)NC)N[S@@](=O)C(C)(C)C)C=C1